FC(N1C(=NC2=C1C=CC=C2)N2CCC(CC2)OC=2C=C1C(=NC2)N(N=C1C)C1=CC(=CC=C1)F)F 5-((1-(1-(difluoromethyl)-1H-benzo[d]imidazol-2-yl)piperidin-4-yl)oxy)-1-(3-fluorophenyl)-3-methyl-1H-pyrazolo[3,4-b]pyridine